1,3'-dihydroxy-4,4'-biphenyl-diamine OC1(CC=C(C=C1)N)C1=CC(=C(C=C1)N)O